C(#N)CN1N=C(C(=C1)C(=O)NC1=NC(=CC=C1)C=1N2C(=NN1)CC[C@@H]2C)OC (S)-1-(cyanomethyl)-3-methoxy-N-(6-(5-methyl-6,7-dihydro-5H-pyrrolo[2,1-c][1,2,4]triazol-3-yl)pyridin-2-yl)-1H-pyrazole-4-carboxamide